CC(=CC1=CC=CC=C1)C 2-methyl-1-phenyl-1-propene